F[C@H]1C[C@@H](N2N=C(N=C21)C(=O)N[C@@H]2C(NC1=C(CC2)C=C(C=C1F)F)=O)C1=CC=CC=C1 |&1:1,3| rac-(5R,7S)-7-fluoro-5-phenyl-N-[(3S)-7,9-difluoro-2-oxo-1,3,4,5-tetrahydro-1-benzazepin-3-yl]-6,7-dihydro-5H-pyrrolo[1,2-b][1,2,4]triazole-2-carboxamide